ClC=1CN(C(=CC1OCC1=NC=C(C=C1)F)C)C1=CC(=NC=C1C)N1CC(=CC=C1)C(C)(C)O 3''-chloro-4''-((5-fluoropyridine-2-yl)methoxy)-3-(2-hydroxypropane-2-yl)-5',6''-dimethyl-2H,2''H-[1,2':4',1''-terpyridine]